C(CCCCCCC)SC1=NC(=NC(=N1)SCCCCCCCC)NC1=CC(=C(C(=C1)C(C)(C)C)O)C(C)(C)C 2,4-bis(n-octylsulfanyl)-6-(4-hydroxy-3,5-di-tert-butylphenylamino)-1,3,5-triazine